Ethyl 3-(((1S,3S)-3-((2-oxo-2H-[1,3'-bipyridin]-6'-yl)amino)cyclopentyl)amino)-1,2,4-triazine-6-carboxylate O=C1N(C=CC=C1)C=1C=NC(=CC1)N[C@@H]1C[C@H](CC1)NC=1N=NC(=CN1)C(=O)OCC